ClC1=C(C=2N=C(N=C3C2C(=N1)OCCN3C(C)C=3C(=NC=CC3)N(CC3=CC=C(C=C3)OC)CC3=CC=C(C=C3)OC)SC)F 3-(1-(5-chloro-4-fluoro-2-(methylthio)-8,9-dihydro-10H-7-oxa-1,3,6,10-tetraazacyclohepta[de]naphthalen-10-yl)ethyl)-N,N-bis(4-methoxybenzyl)pyridin-2-amine